S(=O)(=O)(C1=CC=C(C)C=C1)OC[C@@H](C)C1CCN(CC1)C(=O)OC(C)(C)C tert-butyl (S)-4-(1-(tosyloxy)propan-2-yl)piperidine-1-carboxylate